C(C)N(CCN(CCOC(OC(CCCC(=O)[O-])CCCCCCC)=O)CCOC(OC(CCCC(=O)[O-])CCCCCCC)=O)CC 11-(2-(diethylamino)ethyl)-5,17-diheptyl-7,15-dioxo-6,8,14,16-tetraoxa-11-azahenicosanedioate